FC(C(=O)O[C@H]1[C@H](NC[C@@H]1O)CC1=CC=C(C=C1)OC)=C (2R,3S,4S)-4-hydroxy-2-[(4-methoxyphenyl)methyl]pyrrolidin-3-yl 2-fluoroprop-2-enoate